FCCCN(CC[C@@H](C(=O)O)NC([C@@](C)(C1=CC=CC=C1)O)=O)CCCCC1=NC=2NCCCC2C=C1 (S)-4-((3-fluoropropyl)(4-(5,6,7,8-tetrahydro-1,8-naphthyridin-2-yl)butyl)amino)-2-((R)-2-hydroxy-2-phenylpropanamido)butanoic acid